CN(CCCCCC(=O)OC(C(CCC\C=C/CCCCC)OC(CCC\C=C/CCCCC)=O)CCC\C=C/CCCCC)C (6Z,16Z)-12-((6-(Dimethylamino)hexanoyl)oxy)docosa-6,16-dien-11-yl-(Z)-undec-5-enoat